C(C)(C)(C)OC(=O)N1[C@H](CCCC1)CNC(=O)C=1N=C2N(C=C(C=C2F)C=2C=C(C=3N(N2)C=C(N3)C)C)C1 (2R)-2-[[[6-(2,8-dimethylimidazo[1,2-b]pyridazin-6-yl)-8-fluoro-imidazo[1,2-a]pyridine-2-carbonyl]amino]methyl]piperidine-1-carboxylic acid tert-butyl ester